C1(CCCCC1)P(C1=C(C=CC=C1)C1=C(C=C(C=C1C(C)C)C(C)C)C(C)C)C1CCCCC1 dicyclohexyl-[2',4',6'-tris(prop-2-yl)[1,1'-biphenyl]-2-yl]phosphine